N-((1H-benzo[d][1,2,3]triazol-1-yl)methyl)-N,N-dimethyl-ethanaminium N1(N=NC2=C1C=CC=C2)C[N+](CC)(C)C